N1C(=NC2=C1C=CC=C2)C2=C(C=C(C=C2)Cl)C=2C(=CC(=CC2)C(=O)N[C@H](CCC)C2=CC=CC=C2)C(=O)NS(N(C)C)(=O)=O 2'-(1H-1,3-benzodiazol-2-yl)-5'-chloro-N2-(dimethyl-sulfamoyl)-N4-[(1R)-1-phenylbutyl]-[1,1'-biphenyl]-2,4-dicarboxamide